2,4,6-tris(bromomethyl)-s-triazine BrCC1=NC(=NC(=N1)CBr)CBr